tert-butyl (2S,4R)-2-((3-((6-(benzyloxy)-3-hydroxyquinoline-5-yl) oxy) propyl) carbamoyl)-4-hydroxypiperidine-1-carboxylate C(C1=CC=CC=C1)OC=1C(=C2C=C(C=NC2=CC1)O)OCCCNC(=O)[C@H]1N(CC[C@H](C1)O)C(=O)OC(C)(C)C